C1(CC1)C(=O)N1CCN(CC1)C(=O)C=1C=NC2=CC=C(C=C2C1C1=CC=C(C=C1)C1(CC1)C#N)F 1-(4-(3-(4-(cyclopropanecarbonyl)piperazine-1-carbonyl)-6-fluoroquinolin-4-yl)phenyl)cyclopropanecarbonitrile